4,6-dinitro-phloroglucinol [N+](=O)([O-])C1=C(C=C(O)C(=C1O)[N+](=O)[O-])O